ethyl (R)-2-(4-(3-(3-bromo-2-methylphenoxy)propyl)-3-(trifluoromethyl)piperazin-1-yl)acetate BrC=1C(=C(OCCCN2[C@H](CN(CC2)CC(=O)OCC)C(F)(F)F)C=CC1)C